C12(CC3CC(CC(C1)C3)C2)N 1-Tricyclo[3.3.1.13,7]decylamin